(2R,4S)-9-(1-{(2R)-2-amino-3-[(2-aminoethyl)amino]-2-methyl-3-oxopropyl}azetidin-3-yl)oxy-5,5-dihydroxy-6-oxa-5-boranuidatricyclo[5.4.0.02,4]undeca-1(7),8,10-triene-8-carboxylate N[C@](CN1CC(C1)OC1=C(C=2O[B-]([C@H]3C[C@H]3C2C=C1)(O)O)C(=O)[O-])(C(=O)NCCN)C